C1(CC1)C1=NN(C(=C1)S(=O)(=O)N1C[C@@H]2[C@H](C1)CC(C2)N)C (3ar,5s,6as)-2-((3-cyclopropyl-1-methyl-1H-pyrazol-5-yl)sulfonyl)octahydrocyclopenta[c]pyrrol-5-amine